pyrimido[4,5-g]pteridine-2,4,7,9-tetraol N1=C(N=C(C=2C1=NC=1C(=NC(=NC1N2)O)O)O)O